(3R)-3-((2R,4S)-4-hydroxy-1-(3-methyl-2-(3-methylisoxazol-5-yl)butanoyl)pyrrolidine-2-carboxamido)-3-(4-(4-methylthiazol-5-yl)phenyl)propanoic acid O[C@H]1C[C@@H](N(C1)C(C(C(C)C)C1=CC(=NO1)C)=O)C(=O)N[C@H](CC(=O)O)C1=CC=C(C=C1)C1=C(N=CS1)C